NC1=C(C=C2CCCC2=C1)Br 6-amino-5-bromo-2,3-dihydro-1H-indene